CN1C(N(C2=C1C=C(C=C2)C2CCN(CC2)CC2CNCC2)C2C(NC(CC2)=O)=O)=O 3-{3-methyl-2-oxo-5-[1-(pyrrolidin-3-ylmethyl)piperidin-4-yl]-1,3-benzodiazol-1-yl}piperidine-2,6-dione